N-(4-(6-benzyl-2-((S)-2,2-dimethylcyclopropane-1-carbonyl)-2,6-diazaspiro[3.4]octan-8-yl)phenyl)cyclohexanecarboxamide C(C1=CC=CC=C1)N1CC2(CN(C2)C(=O)[C@@H]2C(C2)(C)C)C(C1)C1=CC=C(C=C1)NC(=O)C1CCCCC1